[N+](=O)([O-])C1=C(C(=O)O)C=CC=C1 2-nitro-benzoic acid